ClC1=C2CCC(N(C2=CC(=C1)C(=C)C)C)=O 5-chloro-1-methyl-7-(prop-1-en-2-yl)-3,4-dihydroquinolin-2(1H)-one